(R)-6-bromo-N-(1-(3-(1,1-difluoro-2-methoxyethyl)-2-fluorophenyl)ethyl)-2-methyl-8,9-dihydro-7H-cyclopenta[h]quinazolin-4-amine BrC=1C=C2C(=NC(=NC2=C2C1CCC2)C)N[C@H](C)C2=C(C(=CC=C2)C(COC)(F)F)F